3-bromo-5-chloro-4-cyclopropyl-phenol BrC=1C=C(C=C(C1C1CC1)Cl)O